(S)-3-((2,3-difluoro-5-methylbenzyl)amino)-4-oxo-4,6,7,8-tetrahydropyrrolo[1,2-a]pyrazine-6-carboxylic acid FC1=C(CNC2=NC=C3N(C2=O)[C@@H](CC3)C(=O)O)C=C(C=C1F)C